5-chloro-(2,4-dichlorophenoxy)phenol ClC=1C=CC(=C(C1)O)OC1=C(C=C(C=C1)Cl)Cl